C(C=C)(=O)O.CCCCCCCCCC(C)C isododecane Acrylate